N1(CCNCC1)C(CC)=O 1-(piperazin-1-yl)propan-1-one